CC1=C(C=CC(=C1)C)N1C(=C2C(N(N=CC2=C1C)C1=CC=CC=C1)=O)C 6-(2,4-dimethylphenyl)-5,7-dimethyl-2-phenyl-2,6-dihydro-1H-pyrrolo[3,4-d]pyridazin-1-one